N[C@@H]1CC[C@H](CC1)OC1=CC=C2C(CC(C=3C(=NC=NC23)N)(C)C)=C1NCCOC 8-(trans-4-aminocyclohexyloxy)-N7-(2-methoxyethyl)-5,5-dimethyl-6H-benzo[H]quinazoline-4,7-diamine